(R)-6-((2-(3-amino-3-(hydroxymethyl)piperidin-1-yl)-1H-benzo[d]imidazol-1-yl)methyl)nicotinonitrile N[C@]1(CN(CCC1)C1=NC2=C(N1CC1=NC=C(C#N)C=C1)C=CC=C2)CO